(1-(7-cyclopropoxy-3-fluoronaphthalen-1-yl)propan-2-yl)acetamide C1(CC1)OC1=CC=C2C=C(C=C(C2=C1)CC(C)CC(=O)N)F